C(CCC)C1=C(C)C=CC=C1 2-butyltoluene